C(#N)C=1C=C(C=C(C1)F)[C@H]1N(OCC1)C(=O)[C@@H]1CC[C@H](CC1)COC=1C=C(C=CC1)S(=O)(=O)N trans-3-((4-((S)-3-(3-cyano-5-fluorophenyl)isoxazolidine-2-carbonyl)cyclohexyl)methoxy)benzenesulfonamide